C(C)(C)(C)OC(=O)NCCCC[C@@H]1N(C(C=C1OC)=O)C(=O)OCC1C2=CC=CC=C2C=2C=CC=CC12 (9H-fluoren-9-yl)methyl (S)-2-(4-((tert-butoxycarbonyl)amino)butyl)-3-methoxy-5-oxo-2,5-dihydro-1H-pyrrole-1-carboxylate